FC(C1=NN2C(C(=NC(=C2)NC(=O)C2CC2)C=2OC(=CC2)C)=N1)F N-[2-(difluoromethyl)-8-(5-methylfuran-2-yl)-[1,2,4]triazolo[1,5-a]pyrazin-6-yl]cyclopropanecarboxamide